tert-butyl (2-((2-((tert-butyldimethylsilyl)oxy)propyl)sulfonyl)ethyl)(methyl)carbamate [Si](C)(C)(C(C)(C)C)OC(CS(=O)(=O)CCN(C(OC(C)(C)C)=O)C)C